diaminostilbene-2,2'-disulfonate NC(=C(C=1C(=CC=CC1)S(=O)(=O)[O-])N)C=1C(=CC=CC1)S(=O)(=O)[O-]